FC1=C(OC=2C=NC=C(C2C)B2OC(C(O2)(C)C)(C)C)C=CC(=C1)C(F)(F)F 3-[2-fluoro-4-(trifluoromethyl)phenoxy]-4-methyl-5-(4,4,5,5-tetramethyl-1,3,2-dioxaborolan-2-yl)pyridine